2-ethyl-1,4-dimethylimidazole C(C)C=1N(C=C(N1)C)C